2-methoxy-6H-tribenzo[c,f,H]chromen-6-one COC=1C=CC2=C(C3=C4C(=COC3=C3C2=CC(C=C3)=O)C=CC=C4)C1